N1=CC=C(C2=CC=CC=C12)N1CCN(CC1)C(=O)C1CN(CCC1)S(=O)(=O)CCC(=O)OC methyl 3-((3-(4-(quinolin-4-yl)piperazine-1-carbonyl)piperidin-1-yl)sulfonyl)propanoate